(1R,2S,5S)-3-((R)-2-hydroxy-2-phenylacetyl)-6,6-dimethyl-N-((R)-3-oxo-1-((S)-2-oxopyrrolidin-3-yl)-4-(trifluoromethoxy)butan-2-yl)-3-azabicyclo[3.1.0]hexane-2-carboxamide O[C@@H](C(=O)N1[C@@H]([C@H]2C([C@H]2C1)(C)C)C(=O)N[C@H](C[C@H]1C(NCC1)=O)C(COC(F)(F)F)=O)C1=CC=CC=C1